N-(3-chlorophenyl)-6-methyl-4-oxo-1-phenyl-1,4-dihydropyridazine-3-carboxamide ClC=1C=C(C=CC1)NC(=O)C1=NN(C(=CC1=O)C)C1=CC=CC=C1